CCCCOC(=O)C1=CC=CC=C1C(=O)OCC2=CC=CC=C2 ButylBenzylPhthalate